FC(OC=1C=C(C=C2NC(C(=NC12)CC)=O)CN1CCN(CC1)C=1C=CC(=NC1C)C(=O)NC)F 5-(4-((8-(difluoromethoxy)-2-ethyl-3-oxo-3,4-dihydroquinoxalin-6-yl)methyl)piperazin-1-yl)-N,6-dimethylpyridineamide